6-bromo-5-methoxy-2,4-dihydro-1H-3,1-benzoxazine-2,4-dione BrC=1C=CC2=C(C(OC(N2)=O)=O)C1OC